FC(C1=C(OC2=CC=C(C=C2)C=2C(=NC=CC2)N)C=CC=C1)(F)F 3-(4-(2-(trifluoromethyl)phenoxy)phenyl)pyridin-2-amine